CC(CCO)CC=C(C(C)C)C 3,6,7-trimethyloct-5-en-1-ol